trans-N-(3-(1-cyclopropyl-1H-pyrazol-4-yl)phenyl)-4-hydroxy-N-((trans-4-(5-methoxy-6-methylpyridin-2-yl)cyclohexyl)methyl)cyclohexanecarboxamide C1(CC1)N1N=CC(=C1)C=1C=C(C=CC1)N(C(=O)[C@@H]1CC[C@H](CC1)O)C[C@@H]1CC[C@H](CC1)C1=NC(=C(C=C1)OC)C